2,4-dichloro-5-fluoropyrrolo[2,1-f][1,2,4]triazine ClC1=NN2C(C(=N1)Cl)=C(C=C2)F